(S)-5-((((6-(2-chloro-3-(3-chloro-2-(7-(((((S)-5-oxopyrrolidin-2-yl)methyl)amino)methyl)quinolin-3-yl)pyridin-4-yl)phenyl)-2-methoxypyridin-3-yl)methyl)amino)methyl)pyrrolidin-2-one ClC1=C(C=CC=C1C1=C(C(=NC=C1)C=1C=NC2=CC(=CC=C2C1)CNC[C@H]1NC(CC1)=O)Cl)C1=CC=C(C(=N1)OC)CNC[C@@H]1CCC(N1)=O